CC1([C@@H]2CCN(C[C@H]2CCC1)C(C(=O)NC=1C=C(C=NC1)C(=O)N)=O)C 5-[[2-[(4aR,8aS)-5,5-dimethyl-1,3,4,4a,6,7,8,8a-Octahydroisoquinolin-2-Yl]-2-oxo-acetyl]amino]pyridine-3-carboxamide